2-fluoro-N-(4-methoxypyridin-2-yl)benzamide FC1=C(C(=O)NC2=NC=CC(=C2)OC)C=CC=C1